tert-butyl 2,4-dioxo-1-(2,2,2-trifluoroethyl)-3-(4-(trifluoromethyl)pyridin-2-yl)-1,3,8-triazaspiro[4.5]decane-8-carboxylate O=C1N(C2(C(N1C1=NC=CC(=C1)C(F)(F)F)=O)CCN(CC2)C(=O)OC(C)(C)C)CC(F)(F)F